(5R)-5-((tertbutyldiphenylsilyl)oxy)-3-(trifluoromethyl)-3-((trimethylsilyl)oxy)piperidine C(C)(C)(C)[Si](O[C@@H]1CC(CNC1)(O[Si](C)(C)C)C(F)(F)F)(C1=CC=CC=C1)C1=CC=CC=C1